CN1C(SC2=C1C=CC=C2)=N 3-methyl-1,3-benzothiazol-2-imine